CC1=CC=2N(N=C1N1CC=3C=C(C=NC3CC1)NS(=O)(=O)C1CC1)C(C=CN2)=O N-(6-(8-methyl-4-oxo-4H-pyrimido[1,2-b]pyridazin-7-yl)-5,6,7,8-tetrahydro-1,6-naphthyridin-3-yl)cyclopropanesulfonamide